COC1CN(C1)C(=O)C1CC(N(CC1)C(=O)OC(C)(C)C)(C)C Tert-butyl 4-(3-methoxyazetidine-1-carbonyl)-2,2-dimethylpiperidine-1-carboxylate